ClC=1C=C(C=C(C1)Cl)C1=NOC(C1)(C(=O)OC)C methyl 3-(3,5-dichlorophenyl)-5-methyl-4,5-dihydroisoxazole-5-carboxylate